2-(2,5-dimethyl-1H-pyrrol-1-yl)-5-(2-methoxyethoxy)thiazolo[5,4-b]pyridine CC=1N(C(=CC1)C)C=1SC2=NC(=CC=C2N1)OCCOC